3-(4-(5-(4-(((S)-3-Benzyl-6,9-dimethyl-4H,6H-thieno[2,3-e][1,2,4]triazolo[3,4-c][1,4]oxazepin-2-yl)ethynyl)-1H-imidazol-1-yl)pent-1-yn-1-yl)-1-oxoisoindolin-2-yl)piperidin-2,6-dion C(C1=CC=CC=C1)C1=C(SC=2N3C([C@@H](OCC21)C)=NN=C3C)C#CC=3N=CN(C3)CCCC#CC3=C2CN(C(C2=CC=C3)=O)C3C(NC(CC3)=O)=O